(3S)-N-[4-(3-cyanophenyl)-5-(4-methylquinazolin-6-yl)thiazol-2-yl]-3-(1-hydroxy-1-methyl-ethyl)pyrrolidine-1-carboxamide C(#N)C=1C=C(C=CC1)C=1N=C(SC1C=1C=C2C(=NC=NC2=CC1)C)NC(=O)N1C[C@H](CC1)C(C)(C)O